C(CCC\C=C/C\C=C/C\C=C/C\C=C/CCCCC)(=O)OCC(OC(CCC\C=C/C\C=C/C\C=C/C\C=C/CCCCC)=O)CO glycerol diarachidonate